ClC1=CC=C(C=C1)C1=C(CCC(C1)(C)C)C(=O)N1C2CN(C(C1)CC2)CC=2C=C1CN(C(C1=CC2)=O)C2C(NC(CC2)=O)=O 3-(5-((5-(4'-chloro-5,5-dimethyl-3,4,5,6-tetrahydro-[1,1'-biphenyl]-2-Carbonyl)-2,5-diazabicyclo[2.2.2]octane-2-yl)methyl)-1-oxoisoindolin-2-yl)piperidine-2,6-dione